FC=1C(=C(C=CC1F)[C@@H]1[C@H](O[C@@]([C@H]1C)(C(F)(F)F)C)C(=O)NC1=CC(=NC=C1)C(=O)N)O 4-((2S,3R,4S,5S)-3-(3,4-difluoro-2-hydroxyphenyl)-4,5-dimethyl-5-(trifluoromethyl)tetrahydrofuran-2-carboxamido)picolinamide